CC=1C=C(C2=C(C=C(C=CC12)C(C)C)C)C=1OC(=C(C(C1O)=O)CC1=CC=C(C=C1)C)CO 2-(3,8-dimethyl-6-isopropylazulen-1-yl)(4-methylphenyl)methyl-3-hydroxy-6-hydroxymethyl-4H-pyran-4-one